2-chloro-4-[[5-[2-chloro-3-fluoro-4-(fluoromethoxy)phenyl]-1-methyl-imidazole-2-carbonyl]amino]benzoic acid ClC1=C(C(=O)O)C=CC(=C1)NC(=O)C=1N(C(=CN1)C1=C(C(=C(C=C1)OCF)F)Cl)C